4-(2-(methylamino)ethyl)-7-((4-(4-(trifluoromethyl)piperidin-1-yl)phenyl)amino)-2H-benzo[b][1,4]oxazin-3(4H)-one CNCCN1C2=C(OCC1=O)C=C(C=C2)NC2=CC=C(C=C2)N2CCC(CC2)C(F)(F)F